C1(=CC=CC=C1)S(=O)(=O)OC(C(C(CC)OC(C1=CC=CC=C1)=O)C)CC 4-methyl-3,5-heptanediol benzoate benzenesulfonate